1-(tertbutyl) 2-methyl (S)-5-oxopyrrolidine-1,2-dicarboxylate O=C1CC[C@H](N1C(=O)OC(C)(C)C)C(=O)OC